C(CCCCCCCCCCCCCCCCCCC)(=O)[O-].[Li+] lithium eicosanate